O=S1(CCC(CC1)OC1=CC=C(C2=C1N=C(O2)C2NCC1N(C2C1)C(=O)[O-])C=1SC=CN1)=O 4-((1,1-dioxidotetrahydro-2H-thiopyran-4-yl)oxy-7-(thiazol-2-yl)benzo[d]oxazol-2-yl)-3,6-diazabicyclo[3.1.1]heptane-6-carboxylate